OC1CCN(CC1)C1=CC=CCN1C1=NN(C(=C1)C1=NC2=C(N1)C=CC(=C2)OC(F)(F)F)CC2=CC=C(C=C2)OC 6-(4-hydroxy-1-piperidyl)-N-[1-[(4-methoxyphenyl)methyl]-5-[5-(trifluoromethoxy)-1H-benzimidazol-2-yl]pyrazol-3-yl]pyridine